Ethyl 4-((4-fluoro-3-nitrophenyl) amino)-6-methyl-1H-indole-2-carboxylate FC1=C(C=C(C=C1)NC1=C2C=C(NC2=CC(=C1)C)C(=O)OCC)[N+](=O)[O-]